4-((2-(pyridin-2-yloxy)ethyl)(4-(5,6,7,8-tetrahydro-1,8-naphthyridin-2-yl)butyl)amino)butanoic acid N1=C(C=CC=C1)OCCN(CCCC(=O)O)CCCCC1=NC=2NCCCC2C=C1